C(CC)C1CC(NCC1)C(=O)N 4-propylpiperidine-2-carboxamide